(R)-2-chloro-N-(6-fluoro-5-methylpyridin-3-yl)-3-(2-((1-(3-methyl-1,2,4-oxadiazol-5-yl)ethyl)amino)-2-oxoacetyl)-5,6,7,8-tetrahydroindolizine-1-carboxamide ClC=1C(=C2CCCCN2C1C(C(=O)N[C@H](C)C1=NC(=NO1)C)=O)C(=O)NC=1C=NC(=C(C1)C)F